6,7-dimethoxy-2-(5-methylbenzo[d]isoxazol-3-yl)-4-(piperazine-1-carbonyl)isoquinolin-1(2H)-one COC=1C=C2C(=CN(C(C2=CC1OC)=O)C1=NOC2=C1C=C(C=C2)C)C(=O)N2CCNCC2